C1(CC1)C1=C(C(=O)O)C=C(C=C1)F cyclopropyl-5-fluorobenzoic acid